cyanoethenesulfonyl-aniline tert-butyl-2-(4-(5-chloro-2-(1H-tetrazol-1-yl)phenyl)-2,5-dioxopiperazin-1-yl)-3-cyclobutylpropanoate C(C)(C)(C)OC(C(CC1CCC1)N1C(CN(C(C1)=O)C1=C(C=CC(=C1)Cl)N1N=NN=C1)=O)=O.C(#N)C=CS(=O)(=O)NC1=CC=CC=C1